2-[3-(difluoromethyl)-5-methyl-phenyl]-4,4,5,5-tetramethyl-1,3,2-dioxaborolane FC(C=1C=C(C=C(C1)C)B1OC(C(O1)(C)C)(C)C)F